CC1(OB(OC1(C)C)C=1C=C2C=CC=C(C2=CC1)C(=O)NC1=CC=C(C=C1)C)C 6-(4,4,5,5-tetramethyl-1,3,2-dioxaborolan-2-yl)-N-(p-methylphenyl)-1-naphthalenecarboxamide